(E)-4-phenyl-2-styryl-oxacyclohexane C1(=CC=CC=C1)C1CC(OCC1)\C=C\C1=CC=CC=C1